Ethyl (6S,11S,14S)-6-((allyloxy)carbonyl)-11,14-bis(4-diazo-3-oxobutyl)-2-methyl-4,9,12-trioxo-2,5,10,13-tetraazapentadecan-15-oate C(C=C)OC(=O)[C@@H](NC(CN(C)C)=O)CCC(N[C@H](C(N[C@H](C(=O)OCC)CCC(C=[N+]=[N-])=O)=O)CCC(C=[N+]=[N-])=O)=O